ClC1=CC(=C(S1)C(=O)N)OC1CC(N(CC1)C)(C)C 5-chloro-3-((1,2,2-trimethylpiperidin-4-yl)oxy)thiophene-2-carboxamide